(R)-1-((7-Cyano-2-(3'-(7-((3-hydroxypyrrolidin-1-yl)methyl)-2-methylpyrido[3,2-d]pyrimidin-4-ylamino)-2,2'-dimethylbiphenyl-3-yl)benzo[d]oxazol-5-yl)methyl)piperidin C(#N)C1=CC(=CC=2N=C(OC21)C=2C(=C(C=CC2)C2=C(C(=CC=C2)NC=2C1=C(N=C(N2)C)C=C(C=N1)CN1C[C@@H](CC1)O)C)C)CN1CCCCC1